3-Phenyl-1-(tetrahydro-2H-pyran-2-yl)-4-(4,4,5,5-tetramethyl-1,3,2-dioxaborolan-2-yl)-1H-pyrazole C1(=CC=CC=C1)C1=NN(C=C1B1OC(C(O1)(C)C)(C)C)C1OCCCC1